C(C)(SC[C@H]1N(CCN(C1)C(C1=C(C(=CC=C1)OC)Cl)=O)CC(O)C1=CC(=C(C=C1)F)Cl)=O S-(((2S)-4-(2-chloro-3-methoxybenzoyl)-1-(2-(3-chloro-4-fluorophenyl)-2-hydroxyethyl)piperazin-2-yl)methyl) ethanethioate